1,4-bis(1-trityl-1H-pyrazol-4-yl)benzene C(C1=CC=CC=C1)(C1=CC=CC=C1)(C1=CC=CC=C1)N1N=CC(=C1)C1=CC=C(C=C1)C=1C=NN(C1)C(C1=CC=CC=C1)(C1=CC=CC=C1)C1=CC=CC=C1